tri-t-amyl borate B(OC(C)(C)CC)(OC(C)(C)CC)OC(C)(C)CC